N=1NN=NC1CC=1C=CC(=C(CC=2C(=NC(=NC2C)N)N[C@H](CO[Si](C2=CC=CC=C2)(C2=CC=CC=C2)C(C)(C)C)CCC)C1)OC (S)-5-(5-((2H-tetrazol-5-yl)methyl)-2-methoxybenzyl)-N4-(1-((tert-butyldiphenylsilyl)oxy)pent-2-yl)-6-methylpyrimidine-2,4-diamine